N1C=C(C2=CC=CC=C12)[C@H]1[C@@H](C2=CC=CC=C2C1)NC(OC(C)(C)C)=O tert-butyl ((1S,2S)-2-(1H-indol-3-yl)-2,3-dihydro-1H-inden-1-yl)carbamate